C1(=CC=CC=C1)C(C)(C)C=1C(=C(C=CC1)NC1=CC=CC=C1)C(C)(C)C1=CC=CC=C1 di(phenyl-isopropyl)diphenylamine